N-octadecyl-2-phenyl-3-ethoxyquinolin-4-one C(CCCCCCCCCCCCCCCCC)N1C(=C(C(C2=CC=CC=C12)=O)OCC)C1=CC=CC=C1